C[C@@H]1O[C@@H](CN(C1)C1=CC(=CC(=N1)C1=NC2=CC(=NC=C2C=C1)CC(=O)O)F)C 2-(2-(6-((cis)-2,6-dimethylmorpholino)-4-fluoropyridin-2-yl)-1,6-naphthyridin-7-yl)acetic acid